CO[Si](CCCC1(CC(CCC1)CN)CN)(OC)OC (3-trimethoxysilylpropyl)-1,3-bisaminomethylcyclohexane